trans-N-(8-amino-6-(6-cyano-4-methylpyridin-3-yl)isoquinolin-3-yl)-2-cyanocyclopropane-1-carboxamide NC=1C=C(C=C2C=C(N=CC12)NC(=O)[C@H]1[C@@H](C1)C#N)C=1C=NC(=CC1C)C#N